Boc-L-aspartic acid-beta-allyl ester C(C)(=C)OC([C@@H](NC(=O)OC(C)(C)C)CC(=O)O)=O